5-(BENZYLOXYCARBONYLAMINO)-2-FLUOROPHENYLBORONIC ACID C(C1=CC=CC=C1)OC(=O)NC=1C=CC(=C(C1)B(O)O)F